3-(((R)-7-((2s,4R)-4-((1-methyl-1H-pyrazol-3-yl)amino)-2-phenylpiperidine-1-carbonyl)-7-azaspiro[4.5]dec-10-yl)methyl)-6-phenylpyrimidin-4(3H)-one CN1N=C(C=C1)N[C@H]1C[C@H](N(CC1)C(=O)N1CC2(CCCC2)[C@@H](CC1)CN1C=NC(=CC1=O)C1=CC=CC=C1)C1=CC=CC=C1